N-hydroxy-4-(isoquinolin-6-ylmethyl)-3-oxo-3,4-dihydro-2H-benzo[b][1,4]oxazine-6-carboxamide ONC(=O)C1=CC2=C(OCC(N2CC=2C=C3C=CN=CC3=CC2)=O)C=C1